BrC1=CC(=C(S1)Cl)SC 5-bromo-2-chloro-3-(methylthio)thiophene